2-(5'-fluoro-6'-((1s,2r)-2-fluorocyclopropyl)-1'-oxo-1'H-spiro[cyclopropane-1,4'-isoquinolin]-2'(3'H)-yl)-N-(5-fluoropyrimidin-2-yl)acetamide FC1=C2C3(CN(C(C2=CC=C1[C@H]1[C@@H](C1)F)=O)CC(=O)NC1=NC=C(C=N1)F)CC3